4-(1-methyl-1H-pyrazol-3-yl)benzyl alcohol CN1N=C(C=C1)C1=CC=C(CO)C=C1